3-(7-(4-chlorobenzyl)-3-methyl-2,6-dioxo-8-(3-(trifluoromethoxy)phenoxy)-2,3,6,7-tetrahydro-1H-purin-1-yl)propanol ClC1=CC=C(CN2C(=NC=3N(C(N(C(C23)=O)CCCO)=O)C)OC2=CC(=CC=C2)OC(F)(F)F)C=C1